tert-butyl 4-[4-[3-cyano-4-[6-(8-oxa-3-azabicyclo[3.2.1]octan-3-yl)-3-pyridyl]pyrazolo[1,5-a]pyridin-6-yl]phenyl]piperazine-1-carboxylate C(#N)C=1C=NN2C1C(=CC(=C2)C2=CC=C(C=C2)N2CCN(CC2)C(=O)OC(C)(C)C)C=2C=NC(=CC2)N2CC1CCC(C2)O1